N-(8-amino-4-oxo-tetralin-5-yl)-2,2,2-trifluoro-acetamide NC=1C=CC(=C2C(CCCC12)=O)NC(C(F)(F)F)=O